N-(2-(3,5-dimethylpiperazin-1-yl)-5-fluoropyrimidin-4-yl)-1H-indazol-5-amine CC1CN(CC(N1)C)C1=NC=C(C(=N1)NC=1C=C2C=NNC2=CC1)F